N1(C=NC=C1)C1=NC(=CC(=N1)C(=O)NC1CCC(CC1)C(NCC(F)(F)F)=O)C 2-(1H-imidazol-1-yl)-6-methyl-N-((1r,4r)-4-((2,2,2-trifluoroethyl)carbamoyl)cyclohexyl)pyrimidine-4-carboxamide